C1(CC1)C=1C(=C2C(=NC1C(F)(F)F)CCC2)NC(=O)N=[S@](=O)(N)C=2SC=C(C2F)C(C)(C)O |o1:20| (R) or (S)-N'-((3-cyclopropyl-2-(trifluoromethyl)-6,7-dihydro-5H-cyclopenta[b]pyridin-4-yl)carbamoyl)-3-fluoro-4-(2-hydroxypropan-2-yl)thiophene-2-sulfonimidamide